C(CCCCCC)(=O)OC(C=C)=O 2-propenoyl heptanoate